[N+](=[N-])=CC(CCC1=CSC=C1C)=O 1-diazo-4-(4-methyl-3-thienyl)butan-2-one